C(=O)(O)C1=CC=C(OCCC(CCC)OC2=CC=C(C=C2)C(=O)O)C=C1 1,3-bis(p-carboxyphenoxy)hexane